triethylene glycol bis(n-heptanoate) C(CCCCCC)(=O)OCCOCCOCCOC(CCCCCC)=O